4-amino-N-cyclopropyl-N-(1-(4-(trifluoromethyl)phenyl)ethyl)imidazo[1,5-a]quinoxaline-8-formamide NC=1C=2N(C3=CC(=CC=C3N1)C(=O)N(C(C)C1=CC=C(C=C1)C(F)(F)F)C1CC1)C=NC2